[Si](C1=CC=CC=C1)(C1=CC=CC=C1)(C(C)(C)C)O[C@@H]1CN(CC[C@H]1NC1=NN2C(C=N1)=CC=C2C2=NC=C(C=C2)C)C(=O)OC(C)(C)C tert-butyl (3R,4R)-3-[(tert-butyldiphenylsilyl)oxy]-4-{[7-(5-methylpyridin-2-yl)pyrrolo[2,1-f][1,2,4]triazin-2-yl]amino}piperidine-1-carboxylate